ClC1=CC=C(C=C1)C(CN1N=CN=C1)(C(C)C1CC1)O 2-(4-chlorophenyl)-3-cyclopropyl-1-(1H-1,2,4-triazol-1-yl)butan-2-ol